FCCOC([C@@H](NC(=O)C1=NC(=C(C=C1)N1CC(C1)OC)OCC1CC1)CC(C)C)=O N-[6-(cyclopropylmethoxy)-5-(3-methoxyazetidin-1-yl)pyridine-2-carbonyl]-L-leucine 2-fluoroethyl ester